CC[C@@H]([C@@H](CCCCCCCCCC)O)O (3S,4R)-tetradecane-3,4-diol